1-(5-(3-(1-hydroxyethyl)phenyl)-1H-indol-3-yl)-3-(4-(trifluoromethyl)phenyl)urea OC(C)C=1C=C(C=CC1)C=1C=C2C(=CNC2=CC1)NC(=O)NC1=CC=C(C=C1)C(F)(F)F